ClC=1C=C2C=CC(=CC2=CC1)S(=O)(=O)NC(NC1=C(C=C(C=C1C(C)C)Cl)C(C)C)=O 6-Chloro-N-((4-chloro-2,6-diisopropylphenyl)carbamoyl)naphthalene-2-sulfonamide